(E) or (Z)-1-propyl-4-(hydroxyimino)-3-methyl-9-oxo-4,9-dihydro-1H-naphtho[2,3-d]imidazol-3-ium C(CC)N1C=[N+](C2=C1C(C1=CC=CC=C1C2=NO)=O)C